4-(5-(3,5-dimethylisoxazol-4-yl)-1-(4-methyltetrahydro-2H-pyran-4-yl)-1H-pyrrolo[2,3-b]pyridin-3-yl)-3-isopropoxybenzoic acid CC1=NOC(=C1C=1C=C2C(=NC1)N(C=C2C2=C(C=C(C(=O)O)C=C2)OC(C)C)C2(CCOCC2)C)C